3-(4-(2-bromoethyl)phenyl)piperidine-2,6-dione BrCCC1=CC=C(C=C1)C1C(NC(CC1)=O)=O